Cl.N[C@@H](CO)C (2R)-2-aminopropan-1-ol hydrochloride